C1(=CC=CC=C1)P(=O)(C1=CC=CC=C1)F Diphenyl-phosphoryl fluoride